2,4-difluoro-N-[(1s,4s)-4-{[2-(trifluoromethyl)quinolin-4-yl]amino}cyclohexyl]benzamide FC1=C(C(=O)NC2CCC(CC2)NC2=CC(=NC3=CC=CC=C23)C(F)(F)F)C=CC(=C1)F